2-isocyano-3-bromobenzonitrile [N+](#[C-])C1=C(C#N)C=CC=C1Br